2-fluoro-6-((4-fluoro-2-methylphenyl)amino)benzonitrile FC1=C(C#N)C(=CC=C1)NC1=C(C=C(C=C1)F)C